CNC(=O)C1=CC=C(C=N1)N1CCN(CC1)C(=O)OC(C)(C)C tert-butyl 4-[6-(methylcarbamoyl)-3-pyridyl]piperazine-1-carboxylate